C(C)(C)(C)OC(=O)N[C@H]1CSC2=C(NC1=O)C=CC(=C2)F (3R)-3-(tert-butoxycarbonylamino)-8-fluoro-4-keto-3,5-dihydro-2H-1,5-benzothiazepine